N(=C=S)CCC=1SC=CC1 2-(2-isothiocyanatoethyl)thiophene